C(C#CC)OC=1C=C(C=CC1)NC(C(=O)O)CCC=O ((3-(but-2-yn-1-yloxy)phenyl)amino)-5-oxopentanoic acid